(S)-3-(4-(3-(2-fluorophenyl)-2-(3-methylisoxazole-4-carboxamido)propanamido)phenyl)-2,4-dimethylpyridine 1-oxide FC1=C(C=CC=C1)C[C@@H](C(=O)NC1=CC=C(C=C1)C=1C(=[N+](C=CC1C)[O-])C)NC(=O)C=1C(=NOC1)C